ClC1=NC(=CC=C1)C1=CC(=CC=C1)[N+](=O)[O-] 2-chloro-6-(3-nitrophenyl)pyridine